C1(=C(C(=C(C=2C3=CC=CC=C3NC12)C(=O)OC(C)C)C(=O)OC(C)C)C(=O)OC(C)C)C(=O)OC(C)C tetraisopropyl 9H-carbazole-1,2,3,4-tetracarboxylate